COCCC1(CN(CC1)C)C1=NOCC(O1)CN1CCCCC1 rac-3-(3-(2-methoxyethyl)-1-methylpyrrolidin-3-yl)-5-(piperidin-1-ylmethyl)-5,6-dihydro-1,4,2-dioxazine